(E)-N-[[(propan-2-yloxy)carbonyl]imino](propan-2-yloxy)formamide CC(C)OC(=O)\N=N\C(=O)OC(C)C